CC1(OB(OC1(C)C)C1=CC(=C(C=C1)S(=O)(=O)C1(CC1)C)C)C 4,4,5,5-tetramethyl-2-[3-methyl-4-(1-methylcyclopropyl)sulfonyl-phenyl]-1,3,2-dioxaborolane